1-(4-chlorobenzyl)-N-(2-(2-methylpyridin-3-yl)ethyl)-1H-indole-3-carboxamide ClC1=CC=C(CN2C=C(C3=CC=CC=C23)C(=O)NCCC=2C(=NC=CC2)C)C=C1